1-((mesityl)sulfonyl)piperazine C1(=C(C(=CC(=C1)C)C)S(=O)(=O)N1CCNCC1)C